3,5-diphenylcyclohexenone C1(=CC=CC=C1)C1=CC(CC(C1)C1=CC=CC=C1)=O